FC(CN(C1=NC2=C(C=3C=CC=C(C13)F)N(N=N2)C)C2=CC(=CC(=C2)C#CC2(CC2)C(F)(F)F)F)F N-(2,2-difluoroethyl)-6-fluoro-N-(3-fluoro-5-((1-(trifluoromethyl)cyclopropyl)ethynyl)phenyl)-1-methyl-1H-[1,2,3]triazolo[4,5-c]isoquinolin-5-amine